OC(CCC1C(CC1)(C(=O)OCC)C(=O)OCC)CCC Diethyl 3-hydroxyhexyl-cyclobutane-1,1-dicarboxylate